OC1=C(C(=O)C2=C(C=CC=C2)O)C=CC=C1 2,2'-dihydroxybenzophenone